ClC=1C=C(C=CC1)[C@H](C(=O)N1CC2=C(N=C(NC2=O)C2(CC2)C=2C=NC=C(C2)C2=CCC(CC2)(F)F)CC1)O (R)-6-(2-(3-chlorophenyl)-2-hydroxyacetyl)-2-(1-(5-(4,4-difluorocyclohex-1-en-1-yl)pyridin-3-yl)cyclopropyl)-5,6,7,8-tetrahydropyrido[4,3-d]pyrimidin-4(3H)-one